lead-antimony-titanium [Ti].[Sb].[Pb]